NC=1C2=C(N=CN1)N(C(=C2C=2C=NC1=CC=CC=C1C2)C#C)C21CCC(CC2)(C1)NC(=O)N1CCOCC1 N-(4-(4-Amino-6-ethynyl-5-(quinolin-3-yl)-7H-pyrrolo[2,3-d]pyrimidin-7-yl)bicyclo-[2.2.1]heptan-1-yl)morpholine-4-carboxamide